N1(CCNCC1)S(=O)(=O)C=1C=C(C=CC1)NC1=NC=CC=N1 2-((3-(piperazine-1-sulfonyl)phenyl)amino)pyrimidine